3-(4-bromo-3-methylphenyl)-5-(3,5-dichloro-4-fluorophenyl)-5-(trifluoromethyl)-4,5-dihydroisoxazole BrC1=C(C=C(C=C1)C1=NOC(C1)(C(F)(F)F)C1=CC(=C(C(=C1)Cl)F)Cl)C